N,N-Dimethyl-N',N'-di[(9Z,12Z)-octadeca-9,12-dien-1-yl]ethan-1,2-diamin CN(CCN(CCCCCCCC\C=C/C\C=C/CCCCC)CCCCCCCC\C=C/C\C=C/CCCCC)C